[NH4+].C(CS(=O)(=O)[O-])S(=O)(=O)[O-].[NH4+] ethylenedisulfonate ammonium